CC(CN(C1=C(C=C(C=C1)C(C#N)CC)[N+](=O)[O-])CC(C)C)C 2-[4-[bis(2-methylpropyl)amino]-3-nitrophenyl]butanenitrile